N1CNCC(=C1)C(=O)O 1,2,3,4-tetrahydropyrimidine-5-carboxylic acid